FC1=CC2=C(N(C(=N2)N2C[C@H]([C@@H](CC2)F)N)[C@H](C)C2=CC=C(C=C2)C(F)(F)F)C=C1F (3R,4R)-1-(5,6-difluoro-1-((1R)-1-(4-(trifluoromethyl)phenyl)ethyl)-1H-benzimidazol-2-yl)-4-fluoro-3-piperidinamine